ClC1=CC2=C(OC3=C2C=CC=C3)C(=C1)C1=CC=CC=3C2=CC=CC=C2NC13 1-(2-chlorodibenzo[b,d]furan-4-yl)-9H-carbazole